tert-butyl (6-chloro-4-iodopyridin-3-yl)carbamate ClC1=CC(=C(C=N1)NC(OC(C)(C)C)=O)I